1,3-bis[(2-ethoxycyclohex-1-yl)methyl]imidazolium C(C)OC1C(CCCC1)CN1C=[N+](C=C1)CC1C(CCCC1)OCC